C1(CC1)C1=CC=C(N)C=C1 4-cyclopropylaniline